Cl.NC[C@@H](CC)OC=1C(=CC2=C(C=CC=C2C1)F)C(=O)OC methyl (R)-3-((1-aminobutan-2-yl)oxy)-8-fluoro-2-naphthoate hydrochloride